C(C1=CC=CC=C1)C1=CN2C(=C(C=C2C=C1)C)C(=O)[O-].[K+] potassium 6-benzyl-2-methylindolizine-3-carboxylate